C(C)(C)(C)C1=NC(=NO1)C12CC(C1)(C2)C(=O)OC methyl 3-(5-(tert-butyl)-1,2,4-oxadiazol-3-yl)bicyclo[1.1.1]pentane-1-carboxylate